tert-butyl (4-(4-amino-6-ethynyl-5-(quinolin-3-yl)-7H-pyrrolo[2,3-d]pyrimidin-7-yl)bicyclo[2.2.1]heptan-1-yl)carbamate NC=1C2=C(N=CN1)N(C(=C2C=2C=NC1=CC=CC=C1C2)C#C)C21CCC(CC2)(C1)NC(OC(C)(C)C)=O